C(C1=CC=CC=C1)OC(=O)C1CCC(CC1)N1N=CC(=C1)C(=O)OCC ethyl 1-(4-((benzyloxy)carbonyl)cyclohexyl)-1H-pyrazole-4-carboxylate